6,7-dihydro-5H-cyclopenta[c]pyridin C1=NC=CC2=C1CCC2